1,2-Diamino-4-(benzyloxy)pyridin-1-ium 2,4,6-trimethylbenzenesulfonate CC1=C(C(=CC(=C1)C)C)S(=O)(=O)[O-].N[N+]1=C(C=C(C=C1)OCC1=CC=CC=C1)N